NC1=CC=C(C(=C1C(=O)N(C)C)F)C=1C(=C2C(=NC1)NC[C@@]21C[C@H](CC1)N1N=CC(=C1)CC)Cl 6-Amino-3-((1S,3S)-4'-chloro-3-(4-ethyl-1H-pyrazol-1-yl)-1',2'-dihydrospiro[cyclopentane-1,3'-pyrrolo[2,3-b]pyridin]-5'-yl)-2-fluoro-N,N-dimethylbenzamide